C(C)OC(CC1OC(C2=C(C3=CN(C(C=C31)=O)C)C=CC(=C2)OC)C2=CC=C(C=C2)Cl)=O Ethyl-2-(7-(4-chlorophenyl)-9-methoxy-2-methyl-3-oxo-2,3,5,7-tetrahydrobenzo[5,6]oxepino[4,3-c]pyridin-5-yl)acetate